C1(CC1)N1CCC(CC1)C1=NC(=C2N1C=CNC2=O)NC2=CC=C(C=C2)C(=O)N2CCOCC2 3-(1-cyclopropylpiperidin-4-yl)-1-((4-(morpholine-4-carbonyl)phenyl)amino)imidazo[1,5-a]pyrazin-8(7H)-one